(S)-2-(((6-((2-chloro-6-(trifluoromethyl)pyridin-3-yl)oxy)pyridin-3-yl)methyl)amino)-5-(hydroxymethyl)-5-methyl-4-(methyl-d3)-4,5,9,10-tetrahydro-6H,8H-pyrido[3,2,1-de]pteridin-6-one ClC1=NC(=CC=C1OC1=CC=C(C=N1)CNC=1N=C2N([C@@](C(N3C2=C(N1)CCC3)=O)(C)CO)C([2H])([2H])[2H])C(F)(F)F